rel-6-[4-bromo-3-(trifluoromethyl)phenyl]-2-{[2-(trimethylsilyl)ethoxy]methyl}pyridazin-3-one BrC1=C(C=C(C=C1)C=1C=CC(N(N1)COCC[Si](C)(C)C)=O)C(F)(F)F